NC(CN1CCN(CCN(CCN(CC1)CC(N)=O)CC(N)=O)CC(=O)O)=O 2-(4,7,10-tris(2-amino-2-oxoethyl)-1,4,7,10-tetraazacyclododecan-1-yl)acetic acid